3-methoxy-3-(4-morpholino-6-(3-phenyl-1H-pyrazol-1-yl)pyrimidin-2-yl)propanenitrile COC(CC#N)C1=NC(=CC(=N1)N1CCOCC1)N1N=C(C=C1)C1=CC=CC=C1